1-(1-(5-chloro-2-methoxy-4-methyl-3-(pyrimidin-5-yl)phenyl)-ethyl)-3-methyl-1H-pyrazolo[3,4-d]pyrimidin ClC=1C(=C(C(=C(C1)C(C)N1N=C(C=2C1=NC=NC2)C)OC)C=2C=NC=NC2)C